N[C@@H](CCC#N)C1=CC(=CC=C1)N1CCN(CC1)C (S)-4-amino-4-(3-(4-methylpiperazin-1-yl)phenyl)butanenitrile